NC=1C2=C(N=CN1)N(C=C2C2=NN(C=C2)C)[C@H]2[C@@H]([C@@H]([C@H](O2)C(=O)N(C2CCN(CC2)C)CCCN(C)C)O)O (2S,3S,4R,5R)-5-[4-amino-5-(1-methyl-1H-pyrazol-3-yl)-7H-pyrrolo[2,3-d]pyrimidin-7-yl]-N-[3-(dimethylamino)propyl]-3,4-dihydroxy-N-(1-methylpiperidin-4-yl)oxolane-2-carboxamide